chloro-3-(1H-imidazol-1-yl)-1-methyl-2-(3-(trifluoromethyl)-1H-1,2,4-triazol-5-yl)-1H-indol-5-ol ClC1=C2C(=C(N(C2=CC=C1O)C)C1=NC(=NN1)C(F)(F)F)N1C=NC=C1